(Z)-tert-butyl(4-((2-((4-(N,N-diisopropylsulfamoyl)benzyl)oxy) phenyl)sulfonyl)-3-fluorobut-2-en-1-yl)carbamate C(C)(C)(C)OC(NC\C=C(\CS(=O)(=O)C1=C(C=CC=C1)OCC1=CC=C(C=C1)S(N(C(C)C)C(C)C)(=O)=O)/F)=O